C(C)(C)N(C(C(=O)C1=CNC2=CC(=C(C=C12)OC)C)=O)C(C)C N,N-diisopropyl-2-(5-methoxy-6-methyl-1H-indol-3-yl)-2-oxoacetamide